1-[(3,4-dimethoxyphenyl)methyl]-3-(4-hydroxyphenyl)piperidine-2,6-dione COC=1C=C(C=CC1OC)CN1C(C(CCC1=O)C1=CC=C(C=C1)O)=O